(thiophen-2-yl)-7-(trifluoromethyl)pyrazolo[1,5-a]pyrimidine-3-carboxylic acid ethyl ester C(C)OC(=O)C=1C(=NN2C1N=CC=C2C(F)(F)F)C=2SC=CC2